1-(1H-indol-3-yl)-N,N-dimethylpropane-2-amine N1C=C(C2=CC=CC=C12)CC(C)N(C)C